ClC1=NN(C2=NC(=NC=C21)Cl)CCCOC2=NN(C(=C2[N+](=O)[O-])CC)C2CCOCC2 3,6-Dichloro-1-(3-((5-ethyl-4-nitro-1-(tetrahydro-2H-pyran-4-yl)-1H-pyrazol-3-yl)oxy)propyl)-1H-pyrazolo[3,4-d]pyrimidine